(S)-2-Amino-3-phenyl-N-(4-(2,2,2-trifluoroacetamido)phenylsulfonyl)propanamide N[C@H](C(=O)NS(=O)(=O)C1=CC=C(C=C1)NC(C(F)(F)F)=O)CC1=CC=CC=C1